C[C@H]1N(CCN(C1)CC1CCNCC1)C(=O)OC(C)(C)C tert-butyl (R)-2-methyl-4-(piperidin-4-ylmethyl)piperazine-1-carboxylate